2-(thiophen-2-yl)thiazolo[4,5-c]pyridine 5-oxide S1C(=CC=C1)C=1SC2=C(C=[N+](C=C2)[O-])N1